di-tert-butyl-(2',4',6'-triisopropyl-[1,1'-biphenyl]) C(C)(C)(C)C=1C(=C(C=CC1)C1=C(C=C(C=C1C(C)C)C(C)C)C(C)C)C(C)(C)C